FC(C(=O)O)(F)F.C(C)S(=O)(=O)CC1CNC1 3-(ethylsulfonylmethyl)azetidine trifluoroacetate salt